2-(diethylcarbamoylamino)-4-[2,2-difluoroethyl-[4-(5,6,7,8-tetrahydro-1,8-naphthyridin-2-yl)butyl]amino]butanoic acid C(C)N(C(=O)NC(C(=O)O)CCN(CCCCC1=NC=2NCCCC2C=C1)CC(F)F)CC